FC1=CC=C(C=C1)[C@@H]1CC[C@H]2OC3(C(N21)=O)CC(C3)OC=3C=2N(C=CN3)C=CN2 (5'S,7a'R)-5'-(4-fluorophenyl)-3-[(imidazo[1,2-a]pyrazin-8-yl)oxy]tetrahydro-3'H-spiro[cyclobutane-1,2'-pyrrolo[2,1-b][1,3]oxazol]-3'-one